C(C(C)C)N1N=CC=C1C1=C2C=NC(=NC2=CC=C1)NC=1C=CC(=C(C1)NC(C1=CC=C(C(=O)NC)C=C1)=O)C N1-(5-((5-(1-isobutyl-1H-pyrazol-5-yl)quinazolin-2-yl)amino)-2-methylphenyl)-N4-methylterephthalamide